C1CCC2=C(C=CC=C12)C1=C(C=C2C(=N1)C(=NN2)C=2C=CC(=NC2)CN2CCC(CC2)O)OC ((5-(5-(2,3-dihydro-1H-inden-4-yl)-6-methoxy-1H-pyrazolo[4,3-b]pyridin-3-yl)pyridin-2-yl)methyl)piperidin-4-ol